Cl.O=C1C2=CC(=CC=C2N2C1=NC1=C(C=CC=C1C2=O)NC2=NC=CC=C2)C#N 6,12-dioxo-4-(pyridin-2-ylamino)-6,12-dihydroindolo[2,1-b]quinazoline-8-carbonitrile hydrochloride salt